C1(=CC=CC2=CC=CC=C12)CCNC=O N-1-naphthylethylformamide